C(C)[C@]1(C(C[C@H](O1)N1CN=CC=C1)O)CO 1-((2S,5R)-5-ethyl-4-hydroxy-5-(hydroxymethyl)tetrahydrofuran-2-yl)pyrimidine